C(CCCCCCC)(=O)O.C([C@H](O)[C@@H](O)[C@H](O)CO)O Xylitol Caprylate